C(C)C(CC)(CCC=C)CC 3,3-diethyl-6-heptene